N1N=CC=C1C1=CC=CC(=N1)N1N=CC(=C1)C1=CC=C(C=N1)NC(=O)[C@@H]1CNCCC1 (S)-N-(6-(1-(6-(1H-pyrazol-5-yl)pyridin-2-yl)-1H-pyrazol-4-yl)pyridin-3-yl)piperidine-3-carboxamide